2-(3-chloro-4-(tetrahydro-2H-pyran-4-yl)phenyl)acetohydrazide ClC=1C=C(C=CC1C1CCOCC1)CC(=O)NN